ClC=1C(N(C(=CC1OCC1=NC=C(C=C1F)F)C)C1=CC(=NC=C1CC)C1=NC(=NC=C1)C(C)(C)O)=O rel-3-chloro-4-((3,5-difluoropyridin-2-yl)methoxy)-5'-ethyl-2'-(2-(2-hydroxypropan-2-yl)pyrimidin-4-yl)-6-methyl-2H-[1,4'-bipyridin]-2-one